BrC1=C(C(=CC(=C1O)Br)/C=N/C1=CC2=C(NC(=N2)C2=CC(=CC=C2)OC)C=C1)O (E)-2,4-dibromo-6-(((2-(3-methoxyphenyl)-1H-benzo[d]imidazol-5-yl)imino)methyl)benzene-1,3-diol